Propen-1,3-sultone C1=CCOS1(=O)=O